1,2,4-triazole-carboxylic acid allyl ester C(C=C)OC(=O)C1=NNC=N1